C(CCCCCC(C)C)OC(C(CC(=O)O)C=CCCCCCCCCCC)=O.ClCCN(C1=CC=C(C=C1)/C=C/C(=O)C1=CC=C(C=C1)S(=O)(=O)C)CCCl (E)-3-(4-(Bis(2-chloroethyl)amino)phenyl)-1-(4-(methylsulfonyl)phenyl)prop-2-en-1-one monoisononyl-dodecenylsuccinate